OC(CCC)C1=NC=C(C(=N1)C)C1=NC=C2C=C(N=CC2=C1)NC(=O)C1CC1 N-(7-{2-[1-hydroxybutyl]-4-methylpyrimidin-5-yl}-2,6-naphthyridin-3-yl)cyclopropanecarboxamide